ClC1=C(C=C(C=2N(C(=NC21)C(C)C)C)F)[N+](=O)[O-] 4-chloro-7-fluoro-2-isopropyl-1-methyl-5-nitro-1H-benzo[d]imidazole